O1C=C(C2=C1C=CC=C2)C2=NN(C1=C2C=NC(=C1)C(=O)N1CCOCC(C1)(F)F)CSC [3-(benzofuran-3-yl)-1-(methylsulfanyl-methyl)pyrazolo[4,3-c]Pyridin-6-yl]-(6,6-difluoro-1,4-oxaazepan-4-yl)methanone